CC1=NOC(=N1)N1CC2(CC(C2)N2CCC(CC2)N2N=CC=C2)CC1 6-(3-methyl-1,2,4-oxadiazol-5-yl)-2-[4-(1H-pyrazol-1-yl)piperidin-1-yl]-6-azaspiro[3.4]octane